3-ethoxytrimethylolpropane trimethacrylate C(C(=C)C)(=O)O.C(C(=C)C)(=O)O.C(C(=C)C)(=O)O.C(C)OCCC(CO)(CO)CO